(2S,4R)-1-[2-(1H-1,3-benzodiazol-1-yl)acetyl]-N-[(S)-[4-(3,3-difluorocyclobutyl)-3-fluorophenyl](phenyl)methyl]-4-fluoropyrrolidine-2-carboxamide N1(C=NC2=C1C=CC=C2)CC(=O)N2[C@@H](C[C@H](C2)F)C(=O)N[C@@H](C2=CC=CC=C2)C2=CC(=C(C=C2)C2CC(C2)(F)F)F